2-[5-(4-chlorophenyl)pentyl]oxirane-2-carboxylate ClC1=CC=C(C=C1)CCCCCC1(OC1)C(=O)[O-]